NC1CCC(CC1)CNC1=CC=C(C=C1)N1CC(N(C(C1)C)C)C N-(((1r,4r)-4-aminocyclohexyl)methyl)-4-(3,4,5-trimethylpiperazin-1-yl)aniline